CN(CCCC(=O)OCCOCCOCCOCCOCC(COCCCCCCCC(=O)OC(CCCCCCCC)CCCCCCCC)OCCCCCCCC(=O)OC(CCCCCCCC)CCCCCCCC)C 1-octylnonyl 8-[3-[2-[2-[2-[2-[4-(dimethylamino)butanoyloxy]ethoxy]ethoxy]ethoxy]ethoxy]-2-[8-(1-octylnonoxy)-8-oxo-octoxy]propoxy]octanoate